N-(4-amino-1-((2-(trimethylsilyl)ethoxy)methyl)-1H-pyrazolo[4,3-c]pyridin-7-yl)-2-((2R,5S)-5-methyl-2-(1-methyl-1H-indazol-5-yl)piperidin-1-yl)-2-oxoacetamide NC1=NC=C(C2=C1C=NN2COCC[Si](C)(C)C)NC(C(=O)N2[C@H](CC[C@@H](C2)C)C=2C=C1C=NN(C1=CC2)C)=O